lithium (E)-2-octenoate C(\C=C\CCCCC)(=O)[O-].[Li+]